N-(3-chloro-4-(4-(piperidine-4-carbonyl)piperazine-1-carbonyl)phenyl)-5-(2-fluoro-4-(fluoromethoxy)phenyl)-1-methyl-1H-imidazole-2-carboxamide formate C(=O)O.ClC=1C=C(C=CC1C(=O)N1CCN(CC1)C(=O)C1CCNCC1)NC(=O)C=1N(C(=CN1)C1=C(C=C(C=C1)OCF)F)C